C(C)OC=1C=C(C=CC1C=1NC(C2=C(N1)NN=N2)=O)C2=CC(=CC=C2)CCC2=NOC(N2)=O 3-(2-(3'-Ethoxy-4'-(7-oxo-6,7-dihydro-3H-[1,2,3]triazolo[4,5-d]pyrimidin-5-yl)-[1,1'-biphenyl]-3-yl)ethyl)-1,2,4-oxadiazol-5(4H)-one